4-(4-formyl-2-methoxy-phenoxy)-phthalonitrile C(=O)C1=CC(=C(OC=2C=C(C(C#N)=CC2)C#N)C=C1)OC